C(C)NC(=O)C1=CC2=C(N(C(=N2)NC=2SC3=C(N2)C=CC(=C3)C(F)(F)F)C)C=C1 1-Methyl-2-(6-trifluoromethyl-benzothiazol-2-ylamino)-1H-benzoimidazole-5-carboxylic acid ethylamide